dodecanoic didecanoyl amide C(CCCCCCCCC)(=O)N(C(CCCCCCCCCCC)=O)C(CCCCCCCCC)=O